C(C1=CC=CC=C1)OC=1C=C(C=CC1)OB(O)O 3-benzyloxyphenyl-boric acid